(R)-4-((2-(1H-pyrazol-4-yl)ethyl)amino)-N-(1-(3-fluorophenyl)-2-methoxyethyl)-5,6-dimethylpyrimidine-2-carboxamide N1N=CC(=C1)CCNC1=NC(=NC(=C1C)C)C(=O)N[C@@H](COC)C1=CC(=CC=C1)F